3,5-dihydroxyphenyl dimethylcarbamate CN(C(OC1=CC(=CC(=C1)O)O)=O)C